(3S,4S)-3-fluoro-1-((tetrahydro-2H-pyran-4-yl)sulfonyl)piperidin-4-amine trifluoroacetate salt FC(C(=O)O)(F)F.F[C@H]1CN(CC[C@@H]1N)S(=O)(=O)C1CCOCC1